tert-butyl 4-(1H-indol-1-yl)-benzoate N1(C=CC2=CC=CC=C12)C1=CC=C(C(=O)OC(C)(C)C)C=C1